ClC=1C(=CC(=NC1)NC(=O)[C@@H]1C[C@@H](CCC1)NC(CC#N)=O)C1=CC2=C(N=C3N2C(CC3)(C)C)C(=C1)F (1S,3R)-N-(5-chloro-4-(5-fluoro-1,1-dimethyl-2,3-dihydro-1H-benzo[d]pyrrolo[1,2-a]imidazol-7-yl)pyridin-2-yl)-3-(2-cyanoacetylamino)cyclohexane-1-carboxamide